O[C@H]1C[C@H]2C[C@@H]([C@H]3[C@@H]4CC[C@H]([C@@H](CCC(=O)OC(C)(C)C)C)[C@]4(CC[C@@H]3[C@]2(CC1)C)C)O tert-Butyl 3α,7β-dihydroxy-5β-cholan-24-oate